ClC1=CC=CC=2C(N=C3N(C12)C1=CC=C(C=C1C31CCCCC1)N1CCNCC1)=O chloro-9'-(piperazin-1-yl)-5'H-spiro[cyclohexane-1,7'-indolo[1,2-a]quinazolin]-5'-one